C(C)(C)N1N=C(C2=NC(=CC(=C21)NCC=2C=NN(C2)C)C2=C(N=NC=C2)OCCC)C 1-isopropyl-3-methyl-N-[(1-methylpyrazol-4-yl)methyl]-5-(3-propoxypyridazin-4-yl)pyrazolo[4,3-b]pyridin-7-amine